amino(undecylamine) NNCCCCCCCCCCC